Cl.Cl.C1CC12NCCNC2 4,7-diazaspiro[2.5]octane dihydrochloride